5-Fluoro-6-(4-methylpiperazine-1-yl)benzo[b]thiophene-2-carboxylic acid FC1=CC2=C(SC(=C2)C(=O)O)C=C1N1CCN(CC1)C